7-((6-((dimethylamino)-methyl)-4-(tetrahydrofuran-2-yl)pyridin-2-yl)amino)-4-(7-fluoroimidazo[1,2-a]pyridin-3-yl)isoindolin-1-one Formate salt C(=O)O.CN(C)CC1=CC(=CC(=N1)NC=1C=CC(=C2CNC(C12)=O)C1=CN=C2N1C=CC(=C2)F)C2OCCC2